NC1=CC=C(C=C1)CN1CC(CC1)N(C)C 1-(4-aminophenylmethyl)-N,N-dimethylpyrrolidin-3-amine